2-[4-[[2,6-dimethoxy-4-[1-[(4-methoxyphenyl)methyl]-6-methyl-7-oxo-pyrazolo[3,4-c]pyridin-4-yl]phenyl]methyl]-1-piperidyl]ethyl methanesulfonate CS(=O)(=O)OCCN1CCC(CC1)CC1=C(C=C(C=C1OC)C=1C2=C(C(N(C1)C)=O)N(N=C2)CC2=CC=C(C=C2)OC)OC